N-Boc-histidinamide C(=O)(OC(C)(C)C)NC([C@@H](N)CC1=CNC=N1)=O